ClC1=C(C2=C(C(=N1)OC)C(=NN2C2CC2)C2[C@H]1CN(C[C@@H]21)C(=O)OC(C)(C)C)F tert-butyl (1R,5S,6r)-6-(6-chloro-1-cyclopropyl-7-fluoro-4-methoxy-1H-pyrazolo[4,3-c]pyridin-3-yl)-3-azabicyclo[3.1.0]hexane-3-carboxylate